The molecule is an extended flavonoid that is cyclomulberrin in which the hydroxy group at position 10 has undergone oxidative cyclisation to position 3 of the 3-methylbut-2-en-1-yl substituent, with migration of the double bond into conjugation with the aromatic ring. It is a moderate inhibitor of acetylcholinesterase (IC50 = 16.2 - 36.6 muM), and a strong inhibitor of platelet-activating factor (PAF; 1-O-alkyl-2-acetyl-sn-glycero-3-phosphocholine) induced platelet aggregation. It has a role as a plant metabolite, an EC 3.1.1.7 (acetylcholinesterase) inhibitor, a platelet aggregation inhibitor and an EC 1.14.18.1 (tyrosinase) inhibitor. It is an extended flavonoid, an organic heteropentacyclic compound, a cyclic ketone and a polyphenol. It derives from a cyclomulberrin. CC(=CC1C2=C(C3=C(O1)C=C(C=C3)O)OC4=C(C2=O)C(=CC5=C4C=CC(O5)(C)C)O)C